CC1=CN=C2C(=N1)NC(C(=C2)C2CCC(CC2)C=2C=NSC2C)=O 3-methyl-7-((1r,4r)-4-(5-methylisothiazol-4-yl)cyclohexyl)pyrido[2,3-b]pyrazin-6(5H)-one